Methyl 5-(2,6-difluoro-4-(2-methyl-2H-indazol-4-yl)benzyl)-4-oxo-4,5-dihydrofuro[3,2-c]pyridine-7-carboxylate FC1=C(CN2C(C3=C(C(=C2)C(=O)OC)OC=C3)=O)C(=CC(=C1)C=1C3=CN(N=C3C=CC1)C)F